N1=C(C=CC=C1)CCN R-2-pyridylethylamine